CC1(N(CCC1)CCC(=O)NC=1C=C(C(=NC1)C)NC(=O)C1=NN=C2N1C=CC(=C2)C2=CNC=C2)C N-(5-(3-(2,2-dimethylpyrrolidin-1-yl)propanamido)-2-methylpyridin-3-yl)-7-(1H-pyrrol-3-yl)-[1,2,4]triazolo[4,3-a]pyridine-3-carboxamide